C1(CC1)N1CCP(CC1)(C1=CC(=C(C=C1)NC1=CC(=C2C(=N1)NC=C2C(F)(F)F)NCCC)OC)=O 1-cyclopropyl-4-(3-methoxy-4-((4-(propylamino)-3-(trifluoromethyl)-1H-pyrrolo[2,3-b]pyridin-6-yl)amino)phenyl)-1,4-azaphosphinane 4-oxide